OC1=C(C(=O)NCC(C(C(C(CO)O)O)O)O)C=C(C=C1CN1CCN(CCCNCCC1)CC1=C(C(=CC(=C1)C)C(NCC(C(C(C(CO)O)O)O)O)=O)O)C 2-hydroxy-3-{[4-({2-hydroxy-5-methyl-3-[(2,3,4,5,6-pentahydroxyhexyl)carbamoyl]phenyl}methyl)-1,4,8-triazacycloundecan-1-yl]methyl}-5-methyl-N-(2,3,4,5,6-pentahydroxyhexyl)benzamide